C(C)(=O)OCCC1=CC=CC2=C1O[C@@H](CN2C)C=2C=C(C1=C(C=CO1)C2)C2=C(C(=CC=C2)CNC(=O)OC(C)(C)C)OC |r| (±)-2-(2-(7-(3-(((tert-butoxycarbonyl)amino)methyl)-2-methoxyphenyl)benzofuran-5-yl)-4-methyl-3,4-Dihydro-2H-benzo[b][1,4]oxazin-8-yl)ethyl acetate